CC=1C(=NC(=C(N1)NCCN1CCCC1)CC1=CC(=CC=C1)C)C(=O)OC methyl 3-methyl-6-(3-methylbenzyl)-5-((2-(pyrrolidin-1-yl)ethyl)amino)pyrazine-2-carboxylate